C(C)(C)(CC)OC(C)(C)CC.[Na] sodium t-pentyloxide